BrC1=C(C=O)C(=C(C(=C1O)C=O)Br)O 2,5-dibromo-3,6-dihydroxyterephthalaldehyde